2-chloromethyl-5-(4-fluorobenzyl)-2-Methyl-1-(1H-1,2,4-triazole-1-ylmethyl)cyclopentanol ClCC1(C(C(CC1)CC1=CC=C(C=C1)F)(O)CN1N=CN=C1)C